OCCNCCC[Si](OC)(OC)C 3-(2-hydroxyethyl)aminopropyl-methyldimethoxysilane